N1(CCCCC1)CCOC1=CC=C(C=C1)[C@H]1[C@H](SC2=C(O1)C=CC(=C2)O)C2=CC=C(C=C2)O (2S,3R)-2-(4-(2-(PIPERIDIN-1-YL)ETHOXY)PHENYL)-2,3-DIHYDRO-3-(4-HYDROXYPHENYL)BENZO[B][1,4]OXATHIIN-6-OL